ClC1=C(C=C(C=C1)OC)C=1C=C2CC(C(C2=CC1)NC(O[C@@H]1CN2CCC1CC2)=O)(C)C (S)-quinuclidin-3-yl (5-(2-chloro-5-methoxyphenyl)-2,2-dimethyl-2,3-dihydro-1H-inden-1-yl)carbamate